1-(4-Fluorobenzyl)-5-oxopyrrolidine-3-carboxylic acid FC1=CC=C(CN2CC(CC2=O)C(=O)O)C=C1